OC1=C(C=CC=C1)C=1C=C2C(=NN1)NC[C@@H]1N2CCN(C1)C=1N=CC2=C(N1)CN(C2)C(=O)OC(C)(C)C tert-butyl (S)-2-(2-(2-hydroxyphenyl)-5,6,6a,7,9,10-hexahydro-8H-pyrazino[1',2':4,5]pyrazino[2,3-c]pyridazin-8-yl)-5,7-dihydro-6H-pyrrolo[3,4-d]pyrimidine-6-carboxylate